Cl.FC(C1=CC=CC(=N1)OCC1[C@H]2CNC[C@@H]12)(F)F (1R,5S,6S)-6-({[6-(trifluoromethyl)pyridin-2-yl]oxy}methyl)-3-azabicyclo[3.1.0]hexane hydrochloride